The molecule is a member of the class of hydroxyfluorenes that is 9H-fluorene substituted by a hydroxy group at position 9 (the non-aromatic carbon). It has a role as an animal metabolite. It is a member of hydroxyfluorenes and a secondary alcohol. C1=CC=C2C(=C1)C(C3=CC=CC=C32)O